COC(=O)C1=CC2=C(N=C(N=C2OCC)N)N1C1CCCC1 methyl-2-amino-7-cyclopentyl-4-ethoxy-7H-pyrrolo[2,3-d]pyrimidine-6-carboxylate